4-(2-Oxo-1,3-dioxolan-4-yl)-1-(4-(trifluoromethoxy)phenyl)-1H-pyrazolo[3,4-b]pyridin O=C1OCC(O1)C1=C2C(=NC=C1)N(N=C2)C2=CC=C(C=C2)OC(F)(F)F